ClC1=CC=C(C=C1)C(C(=O)N[C@H](C(=O)N[C@H](CCC(=O)OCC)C(=O)OCC)C1CCC1)(C)C Diethyl ((S)-2-(2-(4-chlorophenyl)-2-methylpropanamido)-2-cyclobutylacetyl)-D-glutamate